C(C)(C)(C)OC(=O)C1=CC=C(C=C1)[C@@H]1CN(CCCC1C(=O)O)C(=O)O (3R)-3-(4-(tert-butoxycarbonyl)phenyl)azepane-1,4-dicarboxylic acid